ClC=1N=C(C2=C(N1)CCS2)NCC2=CN=CS2 2-chloro-N-(thiazol-5-ylmethyl)-6,7-dihydrothieno[3,2-d]pyrimidin-4-amine